3,5-di-t-butyl-4-hydroxyphenylpropionic acid isooctyl ester C(CCCCC(C)C)OC(C(C)C1=CC(=C(C(=C1)C(C)(C)C)O)C(C)(C)C)=O